2-[(4-{5-[(4-chlorophenoxy)methyl]furan-2-carbonyl}piperazin-1-yl)methyl]-1-{[(2S)-oxetan-2-yl]methyl}-1H-1,3-benzodiazole-6-carboxylic acid ClC1=CC=C(OCC2=CC=C(O2)C(=O)N2CCN(CC2)CC2=NC3=C(N2C[C@H]2OCC2)C=C(C=C3)C(=O)O)C=C1